2-Bromo-4-tert-butylpyridin BrC1=NC=CC(=C1)C(C)(C)C